COC(=O)C1=CN(C(C=C1NC1CCN(CC1)C)=O)C1(CC1)CF 1-(1-(fluoromethyl)cyclopropyl)-4-((1-methylpiperidin-4-yl)amino)-6-oxo-1,6-dihydropyridine-3-carboxylic acid methyl ester